ClC=1C=C(C=CC1C)NC(=O)NCC1=CC=C2C=C(C(=NC2=C1)C)N1C(NC(CC1)=O)=O 1-(3-chloro-4-methylphenyl)-3-((3-(2,4-dioxotetrahydropyrimidin-1(2H)-yl)-2-methylquinolin-7-yl)methyl)urea